C(C)(C)(C)OC(=O)N1C[C@@H](CC1)C(=O)O (3R)-1-tert-butoxycarbonyl-pyrrolidine-3-carboxylic acid